C(C)(C)(C)C=1C=C(C=C(C1O)C(C)(C)C)CCC(=O)OCC(COC(CCC1=CC(=C(C(=C1)C(C)(C)C)O)C(C)(C)C)=O)(COC(CCC1=CC(=C(C(=C1)C(C)(C)C)O)C(C)(C)C)=O)COC(CCC1=CC(=C(C(=C1)C(C)(C)C)O)C(C)(C)C)=O tetrakis-[β-(3,5-di-tert-butyl-4-hydroxyphenyl)-propionyloxymethyl]-methane